1,6-Dioxacyclohexadecan-7-one O1CCCCOC(CCCCCCCCC1)=O